3-[5-(2-fluorophenyl)-3-(4-pyrrolidin-3-ylphenyl)imidazo[4,5-b]pyridin-2-yl]pyridin-2-amine FC1=C(C=CC=C1)C1=CC=C2C(=N1)N(C(=N2)C=2C(=NC=CC2)N)C2=CC=C(C=C2)C2CNCC2